OC[C@H]1N(CCC1)C1=NC=2N(C(=N1)NCC1=CC=C(C=C1)NC(CC)=O)N=CC2C(C)C (S)-N-(4-(((2-(2-(hydroxymethyl)pyrrolidin-1-yl)-8-isopropylpyrazolo[1,5-a][1,3,5]triazin-4-yl)amino)methyl)phenyl)propanamide